tert-Butyl (±)-cis-3-hydroxy-4-phenylpyrrolidine-1-carboxylate O[C@@H]1CN(C[C@@H]1C1=CC=CC=C1)C(=O)OC(C)(C)C |r|